BrC1=NN(C(=C1)C(=O)N(C)C1=C(C=C(C=C1C(NCCCC)=O)Cl)Cl)C1=NC=CC=C1Cl 3-bromo-1-(3-chloropyridin-2-yl)-N-(2,4-dichloro-6-(N-butylcarbamoyl)phenyl)-N-methyl-1H-pyrazole-5-carboxamide